N-((2-(2,6-dioxopiperidin-3-yl)-4-fluoro-1-oxoisoindolin-5-yl)methyl)-6-(trifluoromethoxy)-2H-chromene-3-carboxamide O=C1NC(CCC1N1C(C2=CC=C(C(=C2C1)F)CNC(=O)C=1COC2=CC=C(C=C2C1)OC(F)(F)F)=O)=O